N-(6-((3R,4S)-3-fluoro-4-methoxypiperidin-1-yl)pyridazin-4-yl)-8-isopropyl-5-((2R,3S)-2-methyl-3-((methylsulfonyl)methyl)azetidin-1-yl)quinazolin-2-amine F[C@@H]1CN(CC[C@@H]1OC)C1=CC(=CN=N1)NC1=NC2=C(C=CC(=C2C=N1)N1[C@@H]([C@H](C1)CS(=O)(=O)C)C)C(C)C